4-bromo-N-(2-(4,4-difluoropiperidin-1-yl)-6-methylpyrimidin-4-yl)-2-fluoro-1-naphthamide BrC1=CC(=C(C2=CC=CC=C12)C(=O)NC1=NC(=NC(=C1)C)N1CCC(CC1)(F)F)F